C(C=CCCCCCCCCCCCCC)(=O)OCC(O)CO glycerol mono-hexadecenoate